1-(9Z,12Z-octadecadienyl)-2-acetyl-sn-glycero-3-phosphocholine CCCCC/C=C\C/C=C\CCCCCCCCOC[C@H](COP(=O)([O-])OCC[N+](C)(C)C)OC(=O)C